(E)-3-methyl-2-(naphthalen-1-yl)cyclohex-2-en-1-one-O-methyloxime CO\N=C/1\C(=C(CCC1)C)C1=CC=CC2=CC=CC=C12